C(C=C)NCCO 2-(allylamino)ethan-1-ol